CC=1C=C2C=C(NC2=CC1OCC=1N=CSC1)CNC(OC(C)(C)C)=O tert-butyl ((5-methyl-6-(thiazol-4-ylmethoxy)-1H-indol-2-yl)methyl)carbamate